CS(=O)(=O)C=1C=C(C=CC1)N1N=CC(=C1C(F)(F)F)C(=O)N 1-(3-(methylsulfonyl)phenyl)-5-(trifluoromethyl)-1H-pyrazole-4-carboxamide